(R)-1-benzyl-N-(cyclopropylmethyl)piperidin-3-amine C(C1=CC=CC=C1)N1C[C@@H](CCC1)NCC1CC1